4-(4-bromo-2-fluorophenylamino)-6-methoxy-7-(1-methylpiperidin-4-ylmethoxy)quinazoline BrC1=CC(=C(C=C1)NC1=NC=NC2=CC(=C(C=C12)OC)OCC1CCN(CC1)C)F